C(C)(C)(C)OC(=O)N1CCC(CC1)N1CCC(CC1)C(=O)O 1'-(tert-butoxycarbonyl)-[1,4'-bipiperidine]-4-carboxylic acid